N2-(4-chlorobenzyl)-N3-(3,4,5-trifluorophenyl)quinoxaline-2,3-diamine ClC1=CC=C(CNC2=NC3=CC=CC=C3N=C2NC2=CC(=C(C(=C2)F)F)F)C=C1